methyl 3-amino-2-(2,5-dioxapyrrolidin-1-yl)-3-phenylacrylate NC(=C(C(=O)OC)N1OCCO1)C1=CC=CC=C1